O1C(COC(CCNC(CNC(C=CCC1)=O)=O)=O)=O 1,4-dioxa-8,11-diazacyclohexadec-13-ene-2,5,9,12-tetraone